5-(dimethylamino)naphthalene-2-sulfonyl chloride CN(C1=C2C=CC(=CC2=CC=C1)S(=O)(=O)Cl)C